ClC1=CC(=C(C=C1)C1(OC2=C(O1)C=CC=C2C2CCN(CC2)CC2=NC1=C(N2CCN(S(=O)(=O)C)C)C=C(C=C1)C(=O)O)C)F 2-({4-[2-(4-chloro-2-fluorophenyl)-2-methyl-1,3-benzodioxol-4-yl]piperidin-1-yl}methyl)-1-{2-[methyl(methylsulfonyl)amino]ethyl}-1H-benzimidazole-6-carboxylic acid